COC=1C=C2C(=CNC2=CC1)CCC1N(CCC2=CC=CC=C12)S(=O)(=O)C=1C=NC=CC1 2-(5-methoxy-1H-indol-3-yl)ethyl-2-(pyridin-3-yl)sulfonyl-1,2,3,4-tetrahydroisoquinoline